3,5-nonadien CCC=CC=CCCC